C(C)C=1C(=CC=C2C=C(C=C(C12)C1=C(C=2N=C(N=C(C2C=N1)N1C[C@@H](C[C@@H](C1)F)O)OC[C@]12CCCN2C[C@@H](C1)F)F)O)F (3R,5S)-1-(7-(8-ethyl-7-fluoro-3-hydroxynaphthalen-1-yl)-8-fluoro-2-(((2R,7aS)-2-fluorohexahydro-1H-pyrrolizin-7a-yl)methoxy)pyrido[4,3-d]pyrimidin-4-yl)-5-fluoropiperidin-3-ol